5-methyl-12-((2-methylenetetrahydro-1H-pyrrolizin-7a(5H)-yl)methoxy)-5a,6,7,8,9,10-hexahydro-5H-4-oxa-3,10a,11,13,14-pentaaza-6,9-methanonaphtho[1,8-ab]heptalene-14-carboxylate CC1OC2=C3C(N4CC5CCC(C14)N5C(=O)[O-])=NC(=NC3=CC=N2)OCC23CCCN3CC(C2)=C